(3R,7S)-2-(3,4-dichlorobenzoyl)-N,3-dimethyl-10-oxo-9-(1-(4-(trifluoromethyl)thiazol-2-yl)ethyl)-1,2,3,4,7,8,9,10-octahydropyrido[4',3':3,4]pyrazolo[1,5-a]pyrazine-7-carboxamide ClC=1C=C(C(=O)N2CC=3C(=NN4C3C(N(C[C@H]4C(=O)NC)C(C)C=4SC=C(N4)C(F)(F)F)=O)C[C@H]2C)C=CC1Cl